[N+](=O)([O-])OCCC(C1=CC=CC=C1)C1=C(NC2=C(C=CC=C12)B(O)O)C1=CC=CC=C1 (3-(3-(nitrooxy)-1-phenylpropyl)-2-phenyl-1H-indol-7-yl)boronic acid